C(C1=CC=CC=C1)NC1C2CCC(C(C1)C)N2C(=O)[O-] 2-(benzylamino)-4-methyl-8-azabicyclo[3.2.1]octane-8-carboxylate